C(CCCCCCCCCCCCCCCCC)OCC(OC(CCCCCCCCCCCCCCCCCCCCC)=O)COP(=O)(O)OC[C@H](N)C(=O)O 1-octadecyl-2-docosanoyl-glycero-3-phosphoserine